C(C)(C)(C)C1CC=C(CC1)CCC1OCCCO1 2-(2-(4-(tert-butyl)cyclohex-1-en-1-yl)ethyl)-1,3-dioxan